C(C(=C)C)(=O)O.C(C=1C(O)=CC=CC1)(=O)OC1C2(CCC(C1)C2(C)C)C bornyl salicylate methacrylate